Ethyl 1-(6-((2-(1-(cyclopropylsulfonyl)-1H-pyrazol-4-yl)pyrimidin-4-yl)amino)-4-(((1s,4s)-4-hydroxy-4-methylcyclohexyl)amino)pyridin-3-yl)-1H-pyrazole-3-carboxylate C1(CC1)S(=O)(=O)N1N=CC(=C1)C1=NC=CC(=N1)NC1=CC(=C(C=N1)N1N=C(C=C1)C(=O)OCC)NC1CCC(CC1)(C)O